1-(4-(Chloromethyl)-2-fluoropyridin-3-yl)dihydropyrimidine-2,4(1H,3H)-dione ClCC1=C(C(=NC=C1)F)N1C(NC(CC1)=O)=O